C(C)C1=NC2=C(N1C1=NC(=C3N=C(N(C3=N1)C)CN1C(CN(CC1)C(=O)OC(C)(C)C)=O)N1CCOCC1)C=CC=C2 Tert-butyl 4-((2-(2-ethyl-1H-benzimidazol-1-yl)-9-methyl-6-morpholinyl-9H-purin-8-yl) methyl)-3-oxopiperazine-1-carboxylate